N=1NN=NC1C=1C=C(C=CC1)[C@@H]1COC=2C(=NC=CC2)O1 (R)-3-(3-(2H-tetrazol-5-yl)phenyl)-2,3-dihydro-[1,4]dioxino[2,3-b]pyridine